N1CCC(=CC1)C=1SC=CC1 2-(1,2,3,6-tetrahydropyridin-4-yl)thiophene